dihydrophenylglycine methyl ester hydrochloride Cl.COC(C(N)C1CC=CC=C1)=O